(N'-methyl)-ethylenediamine CNCCN